ClC1=CC(=C(C=C1)C1(OC2=C(C=CC=C2C(C1)=O)C1CCNCC1)C)F 2-(4-Chloro-2-fluorophenyl)-2-methyl-8-(piperidin-4-yl)chroman-4-one